C(C)(C)(C)C1=C(C(C(=O)[O-])=CC(=C1)C(C)(C)C)O.[Hf+4].C(C)(C)(C)C1=C(C(C(=O)[O-])=CC(=C1)C(C)(C)C)O.C(C)(C)(C)C1=C(C(C(=O)[O-])=CC(=C1)C(C)(C)C)O.C(C)(C)(C)C1=C(C(C(=O)[O-])=CC(=C1)C(C)(C)C)O hafnium 3,5-di-tert-butylsalicylate